BrC1=C(C=C(C(=C1)[N+](=O)[O-])F)C(F)(F)F 1-bromo-4-fluoro-5-nitro-2-(trifluoromethyl)benzene